CC1=CC=C(C(=O)NC2=CC(=C(C=C2)CN2CCN(CC2)C)C(F)(F)F)C=C1 4-methyl-N-{4-[(4-methylpiperazin-1-yl)methyl]-3-(trifluoromethyl)phenyl}benzamide